(4-(2-(1-ethyl-3-methyl-1H-pyrazole-5-carboxamido)-5-sulfamoyl-1H-benzo[d]imidazol-1-yl)but-2-en-1-yl)-1H-benzo[d]imidazole-5-carboxamide C(C)N1N=C(C=C1C(=O)NC1=NC2=C(N1CC=CCN1C=NC3=C1C=CC(=C3)C(=O)N)C=CC(=C2)S(N)(=O)=O)C